N-[(4-bromophenyl)(8-hydroxy-5-nitroquinolin-7-yl)methyl]pentanamide BrC1=CC=C(C=C1)C(NC(CCCC)=O)C1=CC(=C2C=CC=NC2=C1O)[N+](=O)[O-]